4-(3-(4-((1s,4s)-4-(4-amino-3-(4-phenoxyphenyl)-1H-pyrazolo[3,4-d]pyrimidine-1-yl)cyclohexyl)piperazin-1-yl)azetidin-1-yl)-5-fluorobenzene-1,2-dicarboxylic acid dimethyl ester COC(=O)C=1C(=CC(=C(C1)F)N1CC(C1)N1CCN(CC1)C1CCC(CC1)N1N=C(C=2C1=NC=NC2N)C2=CC=C(C=C2)OC2=CC=CC=C2)C(=O)OC